2-(2-fluoropyridin-4-yl)-3-isopropyl-5-(piperidin-4-yl)-1H-indole FC1=NC=CC(=C1)C=1NC2=CC=C(C=C2C1C(C)C)C1CCNCC1